pyrimido[5,4-e][1,3]oxazin-4-one O1C=NC(C2=C1N=CN=C2)=O